C1(CCC1)N1CC2=C(C3=C(C1)C=C(C=C3)OC)C=CC(=C2)OC 6-cyclobutyl-3,9-dimethoxy-6,7-dihydro-5H-dibenzo[C,e]azepine